(4,5-dichloro-2-hydroxyphenyl)(piperidin-4-yl)methanone ClC1=CC(=C(C=C1Cl)C(=O)C1CCNCC1)O